(1R,2R)-2-(benzyloxy)-N-(2-methylbut-3-yn-2-yl)cyclopentylamine C(C1=CC=CC=C1)O[C@H]1[C@@H](CCC1)NC(C)(C#C)C